COC(C1=CC(=C(C(=C1)OC)Br)OC)=O 4-bromo-3,5-dimethoxybenzoic acid methyl ester